3-fluoro-2-hydroxybenzonitrile FC=1C(=C(C#N)C=CC1)O